C=C(C(=O)O)CC1=CC(=C(C(=C1)C(C)(C)C)O)C(C)(C)C methylene(3,5-di-tert-butyl-4-hydroxyhydrocinnamic acid)